N-(4-(2-2H-tetrazolyl)butyl)-3-(3-ethyl-5-(4-methoxyphenyl)-1-1H-1,2,4-triazolyl)benzamide N=1N(N=NC1)CCCCNC(C1=CC(=CC=C1)N1N=C(N=C1C1=CC=C(C=C1)OC)CC)=O